FC1=CC(=C(C=C1)C1=C2C=NN(C2=CC(=C1)C1CN(CC1)CC1CCC(CC1)NS(=O)(=O)CC)C)N1C(CCC1=O)C N-[(1r,4r)-4-[(3-{4-[4-fluoro-2-(2-methyl-5-oxopyrrolidin-1-yl)phenyl]-1-methyl-1H-indazol-6-yl}pyrrolidin-1-yl)methyl]cyclohexyl]ethane-1-sulfonamide